ClC=1C=C(C=C(C1)NS(=O)(=O)C)NC(=O)C=1SC(=C(C1)C1=NC=C(C=C1OC(C)C)N1CC(C1)(F)F)C N-(3-chloro-5-(methylsulfonamido)phenyl)-4-(5-(3,3-difluoroazetidin-1-yl)-3-isopropoxypyridin-2-yl)-5-methylthiophene-2-carboxamide